C1(CC1)C1=NC=C(C=C1F)C 2-cyclopropyl-3-fluoro-5-methylpyridine